C(CCC)C1=NC2(C(N1CC1=C(C(=CC=C1)C1=CC=CC=C1)S(=O)(=O)N(COC)C1=NOC(=C1C)C)=O)CCCC2 ((2-butyl-4-oxo-1,3-diazaspiro[4.4]non-1-en-3-yl)methyl)-N-(4,5-dimethylisoxazol-3-yl)-N-(methoxymethyl)-[1,1'-biphenyl]-2-sulfonamide